hexyl-2,3,4,5-tetramethylimidazole C(CCCCC)N1C(N(C(=C1C)C)C)C